N-((3aR,5s,6aS)-2-(5-(3-cyano-6-ethoxypyrazolo[1,5-a]pyridin-4-yl)pyridin-2-yl)-5-methyl-octahydrocyclopenta[c]pyrrol-5-yl)-3-methylbutanamide C(#N)C=1C=NN2C1C(=CC(=C2)OCC)C=2C=CC(=NC2)N2C[C@@H]1[C@H](C2)CC(C1)(C)NC(CC(C)C)=O